[Br-].C(C)OC(C[N+](C1CCCCC1)(C)C)=O N-(2-ethoxy-2-oxoethyl)-N,N-dimethylcyclohexanaminium bromide